2-((1r,3s)-3-(6-(2-hydroxy-6-methyl-4-(trifluoromethyl)phenyl)-2H-pyrazolo[3,4-b]pyrazin-2-yl)cyclobutyl)acetonitrile OC1=C(C(=CC(=C1)C(F)(F)F)C)C=1C=NC=2C(N1)=NN(C2)C2CC(C2)CC#N